[5-[2-(aminomethyl)pyrimidin-5-yl]-3-methoxy-pyrazin-2-yl]-5-methyl-3-phenyl-isoxazole-4-carboxamide hydrochloride Cl.NCC1=NC=C(C=N1)C=1N=C(C(=NC1)NC(=O)C=1C(=NOC1C)C1=CC=CC=C1)OC